3-phenyl-2-(phenylsulfonyl)-1,2-oxaaziridine C1(=CC=CC=C1)C1N(O1)S(=O)(=O)C1=CC=CC=C1